C(C)(C)(C)NC(=O)N1N=C(C=C1)OC1=CC(=C(NC2=NC=NC3=CC(=C(C=C23)OC2CCN(CC2)C(=O)OC(C)(C)C)OC([2H])([2H])[2H])C=C1)F tert-Butyl 4-({4-(4-{[1-(tert-butylcarbamoyl)-1H-pyrazol-3-yl]oxy}-2-fluoroanilino)-7-[(2H3)methyloxy]quinazolin-6-yl}oxy)piperidine-1-carboxylate